tert-Butyl (R)-2-propylpiperidine-1-carboxylate C(CC)[C@H]1N(CCCC1)C(=O)OC(C)(C)C